2,5-anhydro-2-C-(2,4-diaminopyrrolo[2,1-f][1,2,4]triazin-7-yl)-3-C-methyl-D-Altrononitrile NC1=NN2C(C(=N1)N)=CC=C2[C@@]2(C#N)[C@](O)([C@H](O)[C@H](O2)CO)C